n-propyltetracyclo[4.4.0.12,5.17,10]-3-dodecene C(CC)C12C3C=CC(C2C2CCC1C2)C3